7-(3,4-dimethoxyphenyl)-N-(4-((2-(pyrrolidin-1-yl)ethyl)carbamoyl)phenyl)pyrazolo[1,5-a]pyrimidine-2-carboxamide COC=1C=C(C=CC1OC)C1=CC=NC=2N1N=C(C2)C(=O)NC2=CC=C(C=C2)C(NCCN2CCCC2)=O